5-ethynyl-6-methyl-2-{[4-(4-methylpiperazin-1-yl)phenyl]amino}-8-(pyridin-3-ylmethyl)pyrido[2,3-d]pyrimidin-7-one C(#C)C1=C(C(N(C=2N=C(N=CC21)NC2=CC=C(C=C2)N2CCN(CC2)C)CC=2C=NC=CC2)=O)C